F[C@@H]1[C@@H](C1)C(=O)NC=1SC2=C(N1)C=CC(=C2)C2=C1C=NNC1=C(C(=C2C)F)OC (1S,2S)-2-fluoro-N-(6-(6-fluoro-7-methoxy-5-methyl-1H-indazol-4-yl)benzo[d]thiazol-2-yl)cyclopropanecarboxamide